3-((4-bromophenoxy)methyl)oxetan BrC1=CC=C(OCC2COC2)C=C1